C(C)(C)(C)C1=CC=C(C(=O)NC2=C(C(=CC=C2)C=2N=C(C(N(C2)C)=O)NC2=CC=C(C=C2)C(=O)N2CCOCC2)C)C=C1 (4-tert-butyl)-N-(2-methyl-3-(4-methyl-6-((4-(morpholine-4-carbonyl)phenyl)amino)-5-oxo-4,5-dihydropyrazin-2-yl)phenyl)benzamide